xylitol gluconate O=C([C@H](O)[C@@H](O)[C@H](O)[C@H](O)CO)O.C([C@H](O)[C@@H](O)[C@H](O)CO)O